1-[[[3-acetyl-6-[5-[(6-methylpyridazin-3-yl)amino]benzimidazol-1-yl]-2-pyridinyl]-methyl-amino]methyl]cyclopropanecarbonitrile C(C)(=O)C=1C(=NC(=CC1)N1C=NC2=C1C=CC(=C2)NC=2N=NC(=CC2)C)N(C)CC2(CC2)C#N